2-[4-[8-[4-[4-[3-(dimethylamino)propyl]piperazin-1-carbonyl]-3-methyl-anilino]imidazo[1,2-a]pyrazin-3-yl]-2,3-difluoro-phenoxy]propanenitrile formate C(=O)O.CN(CCCN1CCN(CC1)C(=O)C1=C(C=C(NC=2C=3N(C=CN2)C(=CN3)C3=C(C(=C(OC(C#N)C)C=C3)F)F)C=C1)C)C